ClC1=C(COC2(COC2)C2=CC(=C(C=C2F)N=CN(C)CC)C)C=C(C=C1)C(F)(F)F N'-(4-(3-((2-chloro-5-(trifluoromethyl)benzyl)oxy)oxetan-3-yl)-5-fluoro-2-methylphenyl)-N-ethyl-N-methylformimidamide